ethyl (S)-3-(benzyloxy)-6-(tert-butyl)-2-chloro-10-oxo-5,10-dihydro-6H-pyrido[1,2-h][1,7]naphthyridine-9-carboxylate C(C1=CC=CC=C1)OC=1C(=NC=2C=3N([C@@H](CC2C1)C(C)(C)C)C=C(C(C3)=O)C(=O)OCC)Cl